9-(4-(1-(azetidin-3-yl)-4-(trifluoromethyl)-1H-imidazol-2-yl)benzyl)-2-(2-isopropylpyridin-3-yl)-7,9-dihydro-8H-purin-8-one hydrochloride Cl.N1CC(C1)N1C(=NC(=C1)C(F)(F)F)C1=CC=C(CN2C3=NC(=NC=C3NC2=O)C=2C(=NC=CC2)C(C)C)C=C1